(S)-1-(3-(benzyloxy)-4-methoxyphenyl)-3-(4-chlorobutan-2-yl)urea C(C1=CC=CC=C1)OC=1C=C(C=CC1OC)NC(=O)N[C@@H](C)CCCl